dipentyldiethylammonium C(CCCC)[N+](CC)(CC)CCCCC